COC1=C(C=CC(=C1)OC(F)(F)F)CCNC1=CC=NC=N1 6-[2-(2-methoxy-4-trifluoromethoxy-phenyl)-ethylamino]-pyrimidin